FC1=C(C(=O)N2CCC(CC2)N2CC(C2)(N2N=CC(=C2)C=2C3=C(N=CN2)NC=C3)CC#N)C=CN=C1C(F)(F)F {1-{1-[3-Fluoro-2-(trifluoro-methyl)isonicotinoyl]piperidin-4-yl}-3-[4-(7H-pyrrolo[2,3-d]pyrimidin-4-yl)-1H-pyrazol-1-yl]azetidin-3-yl}acetonitrile